C(=O)C=1C=NC(=NC1)NCC(=O)OCC(C)C ISOBUTYL N-(5-FORMYLPYRIMIDIN-2-YL)GLYCINATE